C(C1=CC=CC=C1)(=O)NC1=CC(=C(C(=N1)C(CCC(=O)O)=O)O)C#N 4-(6-Benzoylamino-4-cyano-3-hydroxy-pyridin-2-yl)-4-oxo-butyric acid